2-(3-fluorophenoxy)ethan-amine FC=1C=C(OCCN)C=CC1